(S)-2-((5-(3,5-dimethylisothiazol-4-yl)pyridin-2-yl)amino)-1-((1r,4S)-4-methylcyclohexyl)-2-oxoethyl-1-methyl-1H-pyrazole-5-carboxamide CC1=NSC(=C1C=1C=CC(=NC1)NC([C@@H](C1CCC(CC1)C)C1=NN(C(=C1)C(=O)N)C)=O)C